1-(2-(tert-butoxycarbonyl)-2-azaspiro[3.5]nonan-7-yl)-3-(hydroxymethyl)-2-oxo-1,2-dihydropyridine-4-carboxylic acid C(C)(C)(C)OC(=O)N1CC2(C1)CCC(CC2)N2C(C(=C(C=C2)C(=O)O)CO)=O